ethyl 4-(4,4,5,5-tetramethyl-1,3,2-dioxaborolan-2-yl)cyclohex-3-ene-1-carboxylate CC1(OB(OC1(C)C)C1=CCC(CC1)C(=O)OCC)C